N-[2-[(4-methylbenzenesulfonyl)oxy]propyl]carbamate CC1=CC=C(C=C1)S(=O)(=O)OC(CNC([O-])=O)C